The molecule is a dipeptide formed from L-alanyl and L-leucine residues. It has a role as a metabolite. It is a tautomer of an Ala-Leu zwitterion. C[C@@H](C(=O)N[C@@H](CC(C)C)C(=O)O)N